methyl 5-bromo-3,3-dimethylindoline-4-carboxylate BrC1=C(C=2C(CNC2C=C1)(C)C)C(=O)OC